1-(3-chloro-2-fluorobenzyl)-4-((4-(1,1-difluoroethyl)-3-fluoro-6-((5-methyl-1H-pyrazol-3-yl)amino)pyridin-2-yl)methyl)piperidine-4-carboxylic acid ClC=1C(=C(CN2CCC(CC2)(C(=O)O)CC2=NC(=CC(=C2F)C(C)(F)F)NC2=NNC(=C2)C)C=CC1)F